nonyl-methylene glycol C(CCCCCCCC)C(O)O